1-(2-((4-methoxy-5-(1-methyl-1H-benzo[d][1,2,3]triazol-6-yl)-7H-pyrrolo[2,3-d]pyrimidin-2-yl)amino)-7-azaspiro[3.5]nonan-7-yl)ethan-1-one COC=1C2=C(N=C(N1)NC1CC3(C1)CCN(CC3)C(C)=O)NC=C2C=2C=CC3=C(N(N=N3)C)C2